C(C)OC(=O)C1=NN(C(=C1\N=N\C1=CC=CC=C1)C1CCOCC1)C (E)-1-methyl-4-(phenyldiazenyl)-5-(tetrahydro-2H-pyran-4-yl)-1H-pyrazole-3-carboxylic acid ethyl ester